isopropyl ((R)-(((S)-1-(4-amino-2-(ethoxymethyl)-1H-imidazo[4,5-c]quinolin-1-yl) propan-2-yl) oxy) (naphth-1-yloxy) phosphoryl)-L-alaninate NC1=NC=2C=CC=CC2C2=C1N=C(N2C[C@H](C)O[P@@](=O)(OC2=CC=CC1=CC=CC=C21)N[C@@H](C)C(=O)OC(C)C)COCC